C(C)(C)(C)OC(=O)N1C(=CC2=CC=CC=C12)C1=CC2=C(OC3(CCN(CC3)C(=O)OC(C)(C)C)OC2)C=C1 tert-Butyl 6-(1-tert-butoxycarbonylindol-2-yl)spiro[4H-1,3-benzodioxine-2,4'-piperidine]-1'-carboxylate